COC1=C(C=C(C(=C1)N1CCOCC1)[N+](=O)[O-])NC1=NC=CC(=N1)N1N=C(C(=C1)C=O)C1=CC=CC=C1 1-(2-((2-methoxy-4-morpholino-5-nitrophenyl)amino)pyrimidin-4-yl)-3-phenyl-1H-pyrazole-4-carbaldehyde